CN1CCCC1C2=CC=CC=N2 ortho-nicotine